ClC1=C(C=C(C(=C1)OC)OC)C1=NOC(=C1)CO\N=C(/C)\C1=CC(=C(C=C1)OC)OC (E)-1-(3,4-dimethoxyphenyl)ethan-1-one O-((3-(2-chloro-4,5-dimethoxyphenyl)isoxazol-5-yl)methyl)oxime